5-[3-[cyclopentyl(methyl)amino]-1-methyl-pyrazolo[3,4-c]pyridazin-5-yl]-1H-pyrimidine-2,4-dione C1(CCCC1)N(C1=NN(C2=NN=C(C=C21)C=2C(NC(NC2)=O)=O)C)C